(2-(piperidin-1-yl)ethyl)benzofuran-4-carboxamide N1(CCCCC1)CCC=1OC=2C(C1)=C(C=CC2)C(=O)N